CC1=CC=CC(=N1)C=1N=C(SC1)C(=C)C 4-(6-methylpyridin-2-yl)-2-(prop-1-en-2-yl)thiazole